(1S)-1-(4-(2-methyl-2H-pyrazolo[3,4-b]pyridin-5-yl)-6-(1-methyl-1H-pyrazol-5-yl)thieno[2,3-b]pyridin-2-yl)ethanol CN1N=C2N=CC(=CC2=C1)C1=C2C(=NC(=C1)C1=CC=NN1C)SC(=C2)[C@H](C)O